4-[3-(1,3-dimethylpyrazol-4-yl)-7,8-dihydro-5H-1,6-naphthyridin-6-yl]-5-methyl-furo[2,3-d]pyrimidine CN1N=C(C(=C1)C=1C=NC=2CCN(CC2C1)C=1C2=C(N=CN1)OC=C2C)C